N1C2C(CC1)CN(C2)C#N hexahydropyrrolo[3,4-b]pyrrole-5(1H)-carbonitrile